3,4',5-Trichlorosalicylanilide ClC1=C(C(C(=O)NC2=CC=C(C=C2)Cl)=CC(=C1)Cl)O